(Z)-3-((3,5-dimethyl-1H-pyrrol-2-yl)methylene)-2-oxo-N-(pyridin-3-ylmethyl)-1-((tetrahydro-2H-pyran-4-yl)methyl)indole-6-carboxamide CC1=C(NC(=C1)C)\C=C\1/C(N(C2=CC(=CC=C12)C(=O)NCC=1C=NC=CC1)CC1CCOCC1)=O